3-Bromo-7-chloro-5-isopropylthieno[3,2-c]pyridin-4(5H)-one BrC1=CSC2=C1C(N(C=C2Cl)C(C)C)=O